[Na].[N+](=O)([O-])C(C=O)C=O nitromalonaldehyde sodium